uric acid bicarbonate chloride [Cl-].C([O-])(O)=O.N1C(=O)NC=2NC(=O)NC2C1=O